BrC1=C(N(C=C1)S(=O)(=O)C1=CC=CC=C1)C(=O)OC methyl 3-bromo-1-(phenylsulfonyl)-1H-pyrrole-2-carboxylate